COC1=CC=C(C=N1)C1=CC=C(OC2=C(C(=CC=N2)C)[N+](=O)[O-])C=C1 6-(4-(6-methoxypyridin-3-yl)phenoxy)-4-methyl-5-nitropyridine